(S)-N-(2-Chloro-6-fluorophenyl)-4-(5-(1,1-difluoroethyl)-4-(hydroxymethyl)thiazol-2-yl)-5-fluoro-2-((1,1,1-trifluoropropan-2-yl)oxy)benzamide ClC1=C(C(=CC=C1)F)NC(C1=C(C=C(C(=C1)F)C=1SC(=C(N1)CO)C(C)(F)F)O[C@H](C(F)(F)F)C)=O